(3β,5α,6α)-3-hydroxy-5,6-epoxycholestan-7-one O[C@@H]1C[C@]23[C@H](C([C@H]4[C@@H]5CC[C@H]([C@@H](CCCC(C)C)C)[C@]5(CC[C@@H]4[C@]2(CC1)C)C)=O)O3